3-acetamidophthalic anhydride C(C)(=O)NC1=C2C(C(=O)OC2=O)=CC=C1